(2S,4R)-Cyanomethyl 4-ethoxy-1-(pent-4-enoyl)pyrrolidine-2-carboxylate C(C)O[C@@H]1C[C@H](N(C1)C(CCC=C)=O)C(=O)OCC#N